OC=1C=C2CC[C@H](C2=CC1)CC(=O)OCC ethyl [(1S)-5-hydroxy-2,3-dihydro-1H-inden-1-yl]acetate